4-(4-Chloro-3-(trifluoromethoxy)phenyl)-1-(2-fluoro-5-methoxy-4-nitrophenyl)piperidine ClC1=C(C=C(C=C1)C1CCN(CC1)C1=C(C=C(C(=C1)OC)[N+](=O)[O-])F)OC(F)(F)F